2-(2-chloro-6-methoxyphenyl)acetonitrile ClC1=C(C(=CC=C1)OC)CC#N